CC=1C=C(C=CC1B1OC(C(O1)(C)C)(C)C)NC(=O)C1CC1 N-[3-methyl-4-(4,4,5,5-tetramethyl-1,3,2-dioxaborolan-2-yl)phenyl]cyclopropanecarboxamide